5,7-dioxo-4,5,6,7-tetrahydropyrazolo[1,5-a]pyrimidine-2-carboxylic acid ethyl ester C(C)OC(=O)C1=NN2C(NC(CC2=O)=O)=C1